OC1=CC=C2CN(C(C2=C1)=O)[C@H](C(=O)OC)C(C)C methyl (S)-2-(6-hydroxy-1-oxoisoindolin-2-yl)-3-methylbutanoate